C(O)C(CC)CO 1,1-bismethylolpropane